4-[(E)-3-[4-(2-Methoxyethoxymethoxy)phenyl]-3-oxoprop-1-enyl]benzoic acid COCCOCOC1=CC=C(C=C1)C(/C=C/C1=CC=C(C(=O)O)C=C1)=O